BrCCCCOC1=C(C=O)C=C(C(=C1)OCC1=C(C(=CC=C1)C1=CC2=C(OCCO2)C=C1)C)Cl 2-(4-Bromobutoxy)-5-chloro-4-((3-(2,3-dihydrobenzo[b][1,4]dioxin-6-yl)-2-methylbenzyl)oxy)benzaldehyde